C(C)(C)(C)OC(N[C@H](C(CBr)=O)C1CCCCCC1)=O (S)-(3-bromo-1-cycloheptyl-2-oxopropyl)carbamic acid tert-butyl ester